NCC1=NC2(CC2)C(N1CC1=CC=C(C=C1)F)=O 5-(aminomethyl)-6-(4-fluorobenzyl)-4,6-diazaspiro[2.4]hept-4-en-7-one